CO[B-](OC)(OC)OC.[Li+].C1(=CC=CC=C1)[B-](C1=CC=CC=C1)(C1=CC=CC=C1)C1=CC=CC=C1.[Li+] lithium tetraphenylborate Lithium tetramethoxyborate